ClC1=C(C=C(OC2=CC=C3C(=N2)SC(=N3)NC(=O)C3=CN=NC=C3C3=C(C=CC=C3)OC)C=C1)F N-(5-(4-chloro-3-fluorophenoxy)thiazolo[5,4-b]pyridin-2-yl)-5-(2-methoxyphenyl)pyridazine-4-carboxamide